bismuth phosphonate salt P([O-])([O-])=O.[Bi+3].P([O-])([O-])=O.P([O-])([O-])=O.[Bi+3]